C1(CCCC1)N1CC=2NC(=NC2C1)C1=NNC2=CC(=CC=C12)C1=CC(=C(C=C1CC)O)F 4-(3-(5-cyclopentyl-1,4,5,6-tetrahydropyrrolo[3,4-d]imidazol-2-yl)-1H-indazol-6-yl)-5-ethyl-2-fluorophenol